1-(4-methylphenyl)-2-(tetrahydropyrimidin-2(1H)-ylidene)ethan-1-one tert-butyl-3',3'-difluoro-6-methoxy-3',6'-dihydro-[3,4'-bipyridine]-1'(2'H)-carboxylate C(C)(C)(C)OC(=O)N1CC(C(=CC1)C=1C=NC(=CC1)OC)(F)F.CC1=CC=C(C=C1)C(C=C1NCCCN1)=O